N-((S)-1-((1R,9S)-9-ethyl-5-fluoro-9-hydroxy-4-methyl-10,13-dioxo-2,3,9,10,13,15-hexahydro-1H,12H-benzo[de]pyrano[3',4':6,7]indolizino[1,2-b]quinolin-1-yl)allyl)acetamide C(C)[C@]1(C(OCC=2C(N3CC=4C(=NC=5C=C(C(=C6C5C4[C@@H](CC6)[C@H](C=C)NC(C)=O)C)F)C3=CC21)=O)=O)O